C(C)(C)(C)OC(=O)N(CCN(C(OCC1=CC=CC=C1)=O)C)CCOCCO benzyl N-[2-[(tert-butoxycarbonyl)[2-(2-hydroxyethoxy)ethyl]amino]ethyl]-N-methylcarbamate